ClC1=C(C=CC(=C1F)S(N[C@H](C)C1CCN(CC1)C)(=O)=O)NC(C1=C(C=CC=C1)C)=O (R)-N-(2-chloro-3-fluoro-4-(N-(1-(1-methylpiperidin-4-yl)ethyl)sulfamoyl)phenyl)-2-methylbenzamide